BrC=1C=C(C(=NC1)NC(CC(C)(C)C)=O)C N-(5-bromo-3-methylpyridin-2-yl)-3,3-dimethylbutyramide